3-pyrrolic acid N1C=C(C=C1)C(=O)O